S1(NC(=CC2=C1C=CC=C2)C(=O)N)(=O)=O 1,2-benzothiazine-3-carboxamide 1,1-dioxide